(methoxy)rhodium CO[Rh]